3-[6-chloro-7-(difluoromethyl)-3,4-dihydro-2H-1,5-naphthyridin-1-yl]-N-methyl-1-(oxan-4-yl)pyrazolo[4,3-b]pyridine-5-carboxamide ClC=1N=C2CCCN(C2=CC1C(F)F)C1=NN(C=2C1=NC(=CC2)C(=O)NC)C2CCOCC2